C(C)C1C=CCCC1 E,Z-3-ethylcyclohexene